N-(2-aminoethyl)benzylamine NCCNCC1=CC=CC=C1